3-oxo-cyclobutane-1-carboxylic acid isopropyl ester C(C)(C)OC(=O)C1CC(C1)=O